FC1=CC(=CC2=C1OCCN2C(C)C)C2=NC(=NC=C2C(F)(F)F)N[C@H]2[C@@H](COCC2)O (3S,4R)-4-((4-(8-fluoro-4-isopropyl-3,4-dihydro-2H-benzo[b][1,4]oxazin-6-yl)-5-(trifluoromethyl)pyrimidin-2-yl)amino)tetrahydro-2H-pyran-3-ol